CO[C@@H]([C@@H](C(N1CCCCC1)=O)NC(OC(C)(C)C)=O)C tert-butyl ((2S,3R)-3-methoxy-1-oxo-1-(piperidin-1-yl)butan-2-yl)carbamate